2,2-Bis-(4-carboxyphenyl)-propan C(=O)(O)C1=CC=C(C=C1)C(C)(C)C1=CC=C(C=C1)C(=O)O